(E)-N-hydroxy-3-(2-(4-(4-(trifluoromethyl)benzoyl)piperazin-1-yl)phenyl)acrylamide ONC(\C=C\C1=C(C=CC=C1)N1CCN(CC1)C(C1=CC=C(C=C1)C(F)(F)F)=O)=O